FC(C1(COC1)NS(=O)C(C)(C)C)(S(=O)(=O)C1=CC=CC=C1)F N-(3-(difluoro(phenylsulfonyl)methyl)oxetane-3-yl)-2-methylpropane-2-sulfinamide